O=C1N(C(CN1C1=CC=C(C=C1)C)=O)CC1=CC(=C(OC(C(=O)OCC)(C)C)C(=C1)C)C Ethyl 2-(4-((2,5-dioxo-3-(p-tolyl)imidazolin-1-yl)methyl)-2,6-dimethylphenoxy)-2-methylpropionate